(1S)-(E)-N-(5-(3-(1-((5-cyclopropyl-1H-pyrazol-3-yl)amino)-3-methyl-1-oxobutan-2-yl)phenyl)pyridin-2-yl)-4-morpholinobut-2-enamide C1(CC1)C1=CC(=NN1)NC(C(C(C)C)C=1C=C(C=CC1)C=1C=CC(=NC1)NC(\C=C\CN1CCOCC1)=O)=O